N1N=CC(=C1)NC1=CC=C2C(=N1)C(=CS2)C2=CC=NC=C2 N-(1H-pyrazol-4-yl)-3-(pyridin-4-yl)thieno[3,2-b]pyridin-5-amine